FC(C(=O)O)(F)F.C(C)C1=C2C=CC(=CC2=CC=C1)O 5-ethylnaphthalen-2-ol trifluoroacetate